CON(C(CCNC(OC(C)(C)C)=O)=O)C tert-butyl (3-(methoxy(methyl)amino)-3-oxopropyl)carbamate